1-(3-amino-1-(1,2,3,4-tetrahydro-quinoline-4-carbonyl)-6,7-dihydro-1H-pyrazolo[4,3-c]pyridin-5(4H)-yl)ethanone NC1=NN(C2=C1CN(CC2)C(C)=O)C(=O)C2CCNC1=CC=CC=C21